((9H-fluorene-9,9-diyl) bis(4,1-phenylene))-bis(2-hydroxypropane-3,1-diyl) diacrylate C(C=C)(=O)OCC(CC1=CC=C(C=C1)C1(C2=CC=CC=C2C=2C=CC=CC12)C1=CC=C(C=C1)CC(COC(C=C)=O)O)O